2-(4-chlorophenyl)-2-methylpropanol ClC1=CC=C(C=C1)C(CO)(C)C